COC(C1=C(C=CC(=C1)O)C#N)=O 2-cyano-5-hydroxybenzoic acid methyl ester